CC(CCCC)CCCCCC 5-METHYL-UNDECANE